nitrogen (4-trimethylsilyl-3-butyne) C[Si](C#CCC)(C)C.[N]